N1(CCOCC1)C=1C=C(C=CC1)N1C=CC2=C1N=CNC2=O 7-[3-(morpholin-4-yl)phenyl]-3,7-dihydro-4H-pyrrolo[2,3-d]pyrimidin-4-one